1,1,3,3-tetrafluoro-2-(8-(5-(((5-fluoro-2,3-dihydrobenzofuran-4-yl)methyl)amino)-[1,2,4]Triazolo[4,3-c]pyrimidin-8-yl)-[1,2,4]triazolo[1,5-a]pyridin-5-yl)propan FC(C(C(F)F)C1=CC=C(C=2N1N=CN2)C=2C=1N(C(=NC2)NCC2=C(C=CC3=C2CCO3)F)C=NN1)F